OC1(C(C(=CC=C1)C1=CC(=CC=C1)O)N)N 3,3'-dihydroxybiphenyl-Diamine